BrC1=C(C(=C(C=C1)C1=CC=CC=C1)Cl)C bromo-2-chloro-3-methyl-1,1'-biphenyl